ClC=1C(=C(C=CC1)CN1C(CCC1=O)CC(=O)OC)F methyl 2-[1-[(3-chloro-2-fluorophenyl)methyl]-5-oxopyrrolidin-2-yl]acetate